tert-butyl (3S)-7-benzyloxy-3-[[(1S)-tetralin-1-yl]carbamoyl]-3,4-dihydro-1H-isoquinoline-2-carboxylate C(C1=CC=CC=C1)OC1=CC=C2C[C@H](N(CC2=C1)C(=O)OC(C)(C)C)C(N[C@H]1CCCC2=CC=CC=C12)=O